(4-methoxy-3,5-dimethyl-2-pyridyl)methyl-[sulfur] COC1=C(C(=NC=C1C)C[S])C